tert-butyl N-{1'-[3-iodo-1-(oxan-2-yl)-1H-pyrazolo[3,4-b]pyrazin-6-yl]-1,3-dihydrospiro[indene-2,4'-piperidin]-3-yl}carbamate IC1=NN(C2=NC(=CN=C21)N2CCC1(CC2)CC2=CC=CC=C2C1NC(OC(C)(C)C)=O)C1OCCCC1